C(C\C=C/C)[Mg] (Z)-pent-3-en-1-ylmagnesium